3-(1-(4-(Trifluoromethyl)phenyl)-1H-thieno[3,2-c]pyrazol-3-yl)-1,2,4-oxadiazol-5(4H)-one FC(C1=CC=C(C=C1)N1N=C(C2=C1C=CS2)C2=NOC(N2)=O)(F)F